tert-butyl rel-(3S,6R)-3-((tert-butyldimethylsilyl)oxy)-6-(3-(2-fluoro-8-hydroxy-6-((triisopropylsilyl)oxy)naphthalen-1-yl)propoxy)azepane-1-carboxylate [Si](C)(C)(C(C)(C)C)O[C@@H]1CN(C[C@@H](CC1)OCCCC1=C(C=CC2=CC(=CC(=C12)O)O[Si](C(C)C)(C(C)C)C(C)C)F)C(=O)OC(C)(C)C |o1:8,12|